(1R,2S,5S)-3-(7-chloro-4-methoxy-1H-indole-2-carbonyl)-N-((S)-1-hydroxy-3-((S)-2-oxopyrrolidin-3-yl)propan-2-yl)-6,6-dimethyl-3-azabicyclo[3.1.0]hexane-2-carboxamide ClC=1C=CC(=C2C=C(NC12)C(=O)N1[C@@H]([C@H]2C([C@H]2C1)(C)C)C(=O)N[C@H](CO)C[C@H]1C(NCC1)=O)OC